(4aS,8aS)-1-(2-methylpyrimidin-4-yl)-4-(1,4,5,6-tetrahydrocyclopenta[c]pyrazole-3-carbonyl)octahydroquinoxalin-2(1H)-one CC1=NC=CC(=N1)N1C(CN([C@H]2CCCC[C@H]12)C(=O)C=1C2=C(NN1)CCC2)=O